(R)-2-benzyl-2-((6-(6-(1,2-dihydroxyethyl)-4-fluoro-1H-benzo[d][1,2,3]triazol-1-yl)-1H-indazol-3-yl)methoxy)malonic acid C(C1=CC=CC=C1)C(C(=O)O)(C(=O)O)OCC1=NNC2=CC(=CC=C12)N1N=NC2=C1C=C(C=C2F)[C@H](CO)O